bis[2-(aminocarboxy)propane-1,3-diol] tetramethacrylate C(C(=C)C)(=O)O.C(C(=C)C)(=O)O.C(C(=C)C)(=O)O.C(C(=C)C)(=O)O.NOC(=O)C(CO)CO.NOC(=O)C(CO)CO